C1(CC1)=C[C@@H]1N(C(OC1)(C)C)C(C=[N+]=[N-])=O 1-[(4S)-4-(cyclopropylidenemethyl)-2,2-dimethyl-oxazolidin-3-yl]-2-diazo-ethanone